2,2'-bipyridine-5,5'-dinitrile N1=C(C=CC(=C1)C#N)C1=NC=C(C=C1)C#N